2-(3,5-Dichloro-4-((2-(pyridin-3-yl)-4-methylquinolin-6-yl)oxy)phenyl)-3,5-dioxo-2,3,4,5-tetrahydro-1,2,4-triazine-6-carbonitrile ClC=1C=C(C=C(C1OC=1C=C2C(=CC(=NC2=CC1)C=1C=NC=CC1)C)Cl)N1N=C(C(NC1=O)=O)C#N